FC(C1=CC=C(C=C1)COC=1C=C2C(=CNC2=CC1)NC(=O)C1CC12CCC2)(F)F N-(5-{[4-(tri-fluoromethyl)-phenyl]methoxy}-1H-indol-3-yl)-spiro[2.3]hexane-1-carboxamide